4-(2-((5-bromo-2-propoxybenzyl)amino)ethyl)-N-(prop-2-yn-1-yl)benzenesulfonamide BrC=1C=CC(=C(CNCCC2=CC=C(C=C2)S(=O)(=O)NCC#C)C1)OCCC